NC1=NC=NN2C1=NC=C2C=2C=NN(C2)C=2C=C(C=NC2C)NC(C2=CC(=NC=C2)C(F)(F)F)=O N-(5-(4-(4-aminoimidazo[2,1-f][1,2,4]triazin-7-yl)-1H-pyrazol-1-yl)-6-methylpyridin-3-yl)-2-(trifluoromethyl)isonicotinamide